C(CCCCCCCCCCCCCCC)(=O)O.OCC(O)CO.OCC(O)CO.OCC(O)CO Triglycerol monopalmitate